FC1=C(C(=CC(=C1)OCCCC1CCN(CC1)C1=NC=C(C=N1)COC)F)CC(=O)N1C[C@@H](CC1)CNC[C@@H]([C@H]([C@@H]([C@@H](CO)O)O)O)O 2-[2,6-difluoro-4-[3-[1-[5-(methoxymethyl)pyrimidin-2-yl]-4-piperidyl]propoxy]phenyl]-1-[(3S)-3-[[[(2S,3R,4R,5R)-2,3,4,5,6-pentahydroxyhexyl]amino]methyl]pyrrolidin-1-yl]ethanone